FC1=C(C=CC=C1)N[C@H](C)C(=O)N (2-fluorophenyl)-D-alaninamide